N,N-dioctyl-1-octanamine C(CCCCCCC)N(CCCCCCCC)CCCCCCCC